5-bromo-2-(3-(difluoromethoxy)-4-fluorobenzyl)-7-((2-(methylamino)-1H-imidazol-1-yl)methyl)-3,4-dihydroisoquinolin-1(2H)-one BrC1=C2CCN(C(C2=CC(=C1)CN1C(=NC=C1)NC)=O)CC1=CC(=C(C=C1)F)OC(F)F